1,4-Diamino-2-nitrobenzene NC1=C(C=C(C=C1)N)[N+](=O)[O-]